3,3-dibromo-2-nonanone BrC(C(C)=O)(CCCCCC)Br